The molecule is a member of the class of resolvins that is (4Z,8E,10Z,12E,14E,19Z)-docosahexaenoic acid carrying three hydroxy substituents at positions 7, 16 and 17 (the 7S,16R,17S-stereoisomer). It has a role as a human xenobiotic metabolite, an anti-inflammatory agent, an estrogen receptor agonist, an anti-obesity agent and a rat metabolite. It is a resolvin, a triol, a secondary allylic alcohol and a hydroxy polyunsaturated fatty acid. It is a conjugate acid of a resolvin D2(1-). CC/C=C\\C[C@@H]([C@@H](/C=C/C=C/C=C\\C=C\\[C@H](C/C=C\\CCC(=O)O)O)O)O